N-(9-ethyl-5-fluoro-9-hydroxy-4-methyl-10,13-dioxo-2,3,9,10,13,15-hexahydro-1H,12H-benzo[de]pyrano[3',4':6,7]indolizino[1,2-b]quinolin-1-yl)-2,4-dihydroxy-3,3-dimethylbutanamide C(C)C1(C(OCC=2C(N3CC=4C(=NC=5C=C(C(=C6C5C4C(CC6)NC(C(C(CO)(C)C)O)=O)C)F)C3=CC21)=O)=O)O